N-(2-ethoxyethyl)-3-(pyrrolidinyl)propan-1-amine C(C)OCCNCCCN1CCCC1